C1OC2=CC=C(C=C2O1)CC#N 4-methylenedioxyphenyl-acetonitrile